tert-butyl (2S)-2-(4-{7-cyano-3-[2-(methoxymethoxy) phenyl] cinnolin-6-yl}-1,2,3-triazol-1-yl)-3-methylbutanoate C(#N)C1=C(C=C2C=C(N=NC2=C1)C1=C(C=CC=C1)OCOC)C=1N=NN(C1)[C@H](C(=O)OC(C)(C)C)C(C)C